CNNC(=O)N 2-Methylhydrazinecarboxamide